phenoxypropyltrimethoxysilane O(C1=CC=CC=C1)CCC[Si](OC)(OC)OC